7H-pyrrolo[2,3-c]pyridazin N1=NC=CC2=C1NC=C2